2-ethyl-4-phenyl-6-(o-tolyl)-pyridine C(C)C1=NC(=CC(=C1)C1=CC=CC=C1)C1=C(C=CC=C1)C